benzo[d]thiazole-3(2H)-carboxylic acid tert-butyl ester 1,1-dioxide C(C)(C)(C)OC(=O)N1CS(C2=C1C=CC=C2)(=O)=O